C(C)[Si](C)(CC)NCCN(C)C (diethylmethylsilyl)[2-(dimethylamino)ethyl]amine